C(C1=CC=CC=C1)OC(=O)NC(C(=O)OCC)(C(F)(F)F)O Ethyl 2-(((benzyloxy)carbonyl)amino)-3,3,3-trifluoro-2-hydroxypropanoate